6-(3-(4-chlorobenzyl)ureido)-N-methyl-N-(m-tolyl)hexanamide ClC1=CC=C(CNC(NCCCCCC(=O)N(C=2C=C(C=CC2)C)C)=O)C=C1